1-[4-[(E)-3-(4-Hydroxy-3-nitrophenyl)prop-2-enoyl]phenyl]pyrrolidin-2-one OC1=C(C=C(C=C1)/C=C/C(=O)C1=CC=C(C=C1)N1C(CCC1)=O)[N+](=O)[O-]